N(=[N+]=[N-])C(C)C=1C=CC(=NC1)Cl 5-(1-azidoethyl)-2-chloro-pyridine